(1-(3-bromophenyl)-2,2-difluorocyclopropyl)methanol BrC=1C=C(C=CC1)C1(C(C1)(F)F)CO